8'-chloro-1'-[(3R)-1-(pyridin-3-ylmethyl)pyrrolidin-3-yl]-4'H,6'H-spiro[1,3-dioxolane-2,5'-[1,2,4]triazolo[4,3-a][1]benzazepine] ClC=1C=CC2=C(CC3(CC=4N2C(=NN4)[C@H]4CN(CC4)CC=4C=NC=CC4)OCCO3)C1